ClC(=C[C@@H]1NCCC[C@@H]1O)C cis-2-(2-chloropropenyl)-3-hydroxypiperidine